(3S)-1-[(2R)-2-[4-(2-chlorophenyl)-2-oxo-pyrano[2,3-b]pyridin-7-yl]oxypropanoyl]piperidine-3-carboxylic acid ClC1=C(C=CC=C1)C1=CC(OC2=NC(=CC=C21)O[C@@H](C(=O)N2C[C@H](CCC2)C(=O)O)C)=O